3-ethoxy-1,2,4-dithiazoline-5-one C(C)OC=1SSC(N1)=O